N2-cyclopentyl-6-(4-pyridyl)pyridine-2,3-diamine C1(CCCC1)NC1=NC(=CC=C1N)C1=CC=NC=C1